6-(2-chloro-3-ethyl-1H-pyrrolo[2,3-b]pyridin-5-yl)-8-(pyrrolidin-2-yl)-3,4-dihydroisoquinolin ClC1=C(C=2C(=NC=C(C2)C=2C=C3CCN=CC3=C(C2)C2NCCC2)N1)CC